CC1=CC(=C(S1)C(C)C)NC(=O)N [5-methyl-2-(propan-2-yl)thiophen-3-yl]urea